N-(6-(7-(methylamino)-1,6-naphthyridin-3-yl)pyridazin-4-yl)-2-(trifluoromethyl)isonicotinamide CNC1=NC=C2C=C(C=NC2=C1)C1=CC(=CN=N1)NC(C1=CC(=NC=C1)C(F)(F)F)=O